(6,7-dimethylpyrazolo[1,5-a]pyridin-3-yl)-4,4,5-trifluoro-3,3-dimethyl-isoquinoline CC=1C=CC=2N(C1C)N=CC2C2=NC(C(C1=C(C=CC=C21)F)(F)F)(C)C